2-methyl-3-(4-hydroxybenzyl)-pyridin-4-one CC1=NC=CC(C1CC1=CC=C(C=C1)O)=O